C[C@]12CCC(=O)C=C1CC[C@@H]3[C@@H]2[C@H](C[C@]4([C@H]3CC[C@@H]4O)C)O The molecule is an androstanoid that is testosterone carrying an additional hydroxy substituent at the 11beta-position. It has a role as a bacterial xenobiotic metabolite, a human xenobiotic metabolite and a marine metabolite. It is a 17beta-hydroxy steroid, a 3-oxo-Delta(4) steroid, an androstanoid, a C19-steroid and an 11beta-hydroxy steroid. It derives from a testosterone.